(7-fluoro-5-phenyl-6,7-dihydro-5H-pyrrolo[1,2-b][1,2,4]triazol-2-yl)-[rac-(1S,2S)-2-fluorocyclopropyl]methanone FC1CC(N2N=C(N=C21)C(=O)[C@H]2[C@H](C2)F)C2=CC=CC=C2 |r|